2-(2-fluoro-3-methylphenyl)propan-2-amine FC1=C(C=CC=C1C)C(C)(C)N